FC(C=1C=C(C=CC1)C#CC1CN(CCC1)C(C=C)=O)(F)F 1-(3-((3-(trifluoromethyl)phenyl)ethynyl)piperidin-1-yl)prop-2-en-1-one